E-N-[trans-3-{1-(2-nitrophenyl)-1H-pyrrole-2-yl}-allylideneamino]guanidinium acetate C(C)(=O)[O-].[N+](=O)([O-])C1=C(C=CC=C1)N1C(=CC=C1)/C=C/C=N/NC(=[NH2+])N